ClC1=CC=2C(=NC=3N(C2C=N1)C=CN3)N[C@H](C)C3=C(C(=CC=C3)C(F)(F)F)C (R)-3-chloro-N-(1-(2-methyl-3-(trifluoromethyl)phenyl)ethyl)imidazo[1,2-a]pyrido[4,3-e]pyrimidin-5-amine